N=1C=C(N2N=CC=CC21)CN2CC1=C(CC2)C(=CS1)C(=O)NC1=CC(=CC=C1)C(F)(F)F 6-(imidazo[1,2-b]pyridazin-3-ylmethyl)-N-(3-(trifluoromethyl)phenyl)-4,5,6,7-tetrahydrothieno[2,3-c]pyridine-3-carboxamide